3α,7α,12α-Trihydroxy-5β-cholan-24-oic acid N-(carboxymethyl)amide C(=O)(O)CNC(CC[C@@H](C)[C@H]1CC[C@H]2[C@@H]3[C@@H](C[C@@H]4C[C@@H](CC[C@]4(C)[C@H]3C[C@@H]([C@]12C)O)O)O)=O